C(C)(=O)N1[C@@H](CC[C@H]1C)C(=O)N[C@H](C1=CC=C(C=C1)C(C)C)C1=CC=CC=C1 (2S,5R)-1-acetyl-5-methyl-N-[(S)-phenyl[4-(propan-2-yl)phenyl]methyl]pyrrolidine-2-carboxamide